BrC1=C(C=CC=C1C(F)(F)F)C(F)(F)F 2-bromo-1,3-bis-trifluoromethylbenzene